N-{1-Methyl-3-(pyridine-2-yl)-1H-pyrazol-4-yl}-5-(1H-pyrazol-4-yl)furan-2-carboxamide, formate salt C(=O)O.CN1N=C(C(=C1)NC(=O)C=1OC(=CC1)C=1C=NNC1)C1=NC=CC=C1